C1(CC1)C1=C(C(=NO1)C1=C(C=NC=C1Cl)Cl)/C=C/C1C2CN(CC12)C=1C=C2C(=CC(=NC2=CC1)C(=O)O)OC1COCC1 (E)-6-(6-(2-(5-cyclopropyl-3-(3,5-dichloropyridin-4-yl)isoxazol-4-yl)vinyl)-3-azabicyclo[3.1.0]hex-3-yl)-4-((tetrahydrofuran-3-yl)oxy)quinoline-2-carboxylic acid